(1R,5S)-3-methyl-3,8-diazabicyclo[3.2.1]octane CN1C[C@H]2CC[C@@H](C1)N2